FC=1C=NC(=NC1)C=1C(=C(C=CC1)NC1=C(N=NC=C1)C(=O)NC([2H])([2H])[2H])OC 4-((3-(5-fluoropyrimidin-2-yl)-2-methoxyphenyl)amino)-N-(methyl-d3)pyridazine-3-carboxamide